BrC=1C=C(C=CC1)S(=O)(=O)N1CCC2(CC(CO2)N(C(OC(C)(C)C)=O)C[C@@H](COC2=CC(=CC=C2)S(=O)(=O)C)O)CC1 tert-butyl (8-((3-bromophenyl)sulfonyl)-1-oxa-8-azaspiro[4.5]decan-3-yl)((s)-2-hydroxy-3-(3-(methylsulfonyl)phenoxy)propyl)carbamate